C(C)(C)(C)OC(=O)N1CC(C1)(C)C(C1=CC=C(C=C1)C(C)C)(O)C1=CC(=CC=C1)C(C)=O 3-[(3-Acetyl-phenyl)-hydroxy-(4-isopropyl-phenyl)-methyl]-3-methyl-azetidine-1-carboxylic acid tert-butyl ester